ClC=1C=C(C=C(C1N1CCOCC1)Cl)C=1C(CC(NN1)=O)C 6-[3,5-dichloro-4-(morpholin-4-yl)phenyl]-5-methyl-4,5-dihydropyridazin-3(2H)-one